FC1(CN(CC1)C=1C=2N(N=C(C1)C=1C(NC(NC1)=O)=O)C=CN2)F 5-[8-(3,3-difluoropyrrolidin-1-yl)imidazo[1,2-b]pyridazin-6-yl]-1H-pyrimidine-2,4-dione